FC(OC1=C(C=C2CCNCC2=C1)NC1=NC=C(C(=N1)[Sn](C)(C)C)C(F)(F)F)(F)F 7-(trifluoromethoxy)-N-(5-(trifluoromethyl)-4-(trimethylstannyl)pyrimidin-2-yl)-1,2,3,4-tetrahydroisoquinolin-6-amine